NC[C@H]1OC2=C(OC1)C=C(C=C2[C@@H](C)NC2=NC=1N(C=C2)N=CC1C(=O)O)F 5-(((1R)-1-((3R)-3-(aminomethyl)-7-fluoro-2,3-dihydrobenzo[b][1,4]dioxin-5-yl)ethyl)amino)pyrazolo[1,5-a]pyrimidine-3-carboxylic acid